N1=C(C=NC2=CC=CC=C12)COC1=CC=C(CC2=NOC(=C2)C=2C(=NC=CC2)N)C=C1 3-(3-(4-(quinoxalin-2-ylmethoxy)benzyl)isoxazol-5-yl)pyridin-2-amine